ClC1=CC=CC2=C1NC(=N2)C(=O)N[C@@H](CC(C)C)C(N[C@@H](C[C@H]2C(NCC2)=O)C#N)=O 7-chloro-N-[(1S)-1-[[(1S)-1-cyano-2-[(3S)-2-oxopyrrolidin-3-yl]ethyl]carbamoyl]-3-methyl-butyl]-1H-benzimidazole-2-carboxamide